(R)-2-(2-chlorophenyl)oxirane Bismuthonium [BiH4+].ClC1=C(C=CC=C1)[C@H]1OC1